4-(3-((3S,5R,8R,9S,10S,13R,14S,17R)-14-hydroxy-10,13-dimethyl-17-(5-oxo-2,5-dihydrofuran-3-yl)hexadecahydro-1H-cyclopenta[a]phenanthren-3-yl)ureido)butanoic acid O[C@]12[C@@H]3CC[C@@H]4C[C@H](CC[C@@]4([C@H]3CC[C@@]2([C@H](CC1)C=1COC(C1)=O)C)C)NC(NCCCC(=O)O)=O